COC1=CC=C(C=C1)N(C1=CC=C(C=C1)C(C#C)(O)C1=CC=CC=C1)C1=CC=C(C=C1)OC 1-(4-bis(4-methoxyphenyl)aminophenyl)-1-phenylprop-2-ynol